NC1(CCN(CC1)C[C@H](NC([C@H](NC([C@H](NC(CNCC(C)(C1=CC=CC=C1)C)=O)CC1=CC=CC=C1)=O)CC(C)C)=O)CCCCN)C(=O)O 4-amino-1-((2R,5R,8R)-2-(4-aminobutyl)-8-benzyl-5-isobutyl-14-methyl-4,7,10-trioxo-14-phenyl-3,6,9,12-tetraazapentadec-1-yl)piperidine-4-carboxylic acid